NC1=C(C=CC=C1)NC(C1=CC=C(C=C1)CN1CCC(CC1)CN[C@H]1[C@@H](C1)C1=CC=C(C=C1)C1=CN(C(C=C1)=O)C)=O N-(2-aminophenyl)-4-((4-((((1R,2S)-2-(4-(1-methyl-6-oxo-1,6-dihydropyridin-3-yl)phenyl)cyclopropyl)amino)methyl)piperidin-1-yl)methyl)benzamide